methyl 5-oxo-4,5-dihydroimidazo[1,2-a]thieno[3,2-e]pyrazine-2-carboxylate O=C1C=2N(C3=C(N1)C=C(S3)C(=O)OC)C=CN2